4-(3-methoxyphenyl)thiazol-2-amine COC=1C=C(C=CC1)C=1N=C(SC1)N